O=C1NC(CCC1N1C(C2=CC(=C(C=C2C1=O)OC1CC(C1)NC(C)C)OC)=O)=O 2-(2,6-dioxopiperidin-3-yl)-5-((1r,3r)-3-(isopropylamino)cyclobutoxy)-6-methoxyisoindoline-1,3-dione